(R)-4-{2-[4-(2-(2,4-dimethyl-3-oxopiperazin-1-yl)ethoxy)phenyl]quinolin-6-yl}-6-ethyl-1H-pyrrolo[2,3-c]pyridin-7(6H)-one C[C@H]1N(CCN(C1=O)C)CCOC1=CC=C(C=C1)C1=NC2=CC=C(C=C2C=C1)C=1C2=C(C(N(C1)CC)=O)NC=C2